C(C(C)(C)C)(=O)OCN1N=NC(=C1)C1CN(C1)C=1OC(=NN1)C=1C=NC(=CC1)NC1CC2=CC(=C(C=C2C1)F)F (4-(1-(5-(6-((5,6-difluoro-2,3-dihydro-1H-inden-2-yl)amino)pyridin-3-yl)-1,3,4-oxadiazol-2-yl)azetidin-3-yl)-1H-1,2,3-triazol-1-yl)methyl pivalate